N1C(=CC2=CC=CC=C12)C1=NC=CC=C1 2-indolyl-pyridine